[Al].[Rh] Rhodium-aluminum